N-(4-cyclobutoxypyrimidin-2-yl)-2-(2,6-dioxopiperidin-3-yl)-1-oxoisoindoline-5-carboxamide C1(CCC1)OC1=NC(=NC=C1)NC(=O)C=1C=C2CN(C(C2=CC1)=O)C1C(NC(CC1)=O)=O